N1C=CC2=CC=C(C=C12)CNC(=O)C=1N=C2N(C(C1)=O)C=CC=C2 N-(1H-indol-6-ylmethyl)-4-oxo-pyrido[1,2-a]pyrimidine-2-carboxamide